CC=1[N-]C=CN1 2-methyl-imidazolate